1-((((3R)-3-ethyl-5-oxopyrrolidin-2-yl)methyl)amino)imidazo[1,2-a][1,7]naphthyridine-6-carboxamide C(C)[C@H]1C(NC(C1)=O)CNC1=NC=CC=2C=C(C=3N(C12)C=CN3)C(=O)N